((S)-2-(3-(4-chlorophenyl)ureido)-3,3-dimethylbutanoyl)-D-glutamic acid ClC1=CC=C(C=C1)NC(N[C@H](C(=O)N[C@H](CCC(=O)O)C(=O)O)C(C)(C)C)=O